The molecule is a monocarboxylic acid anion that is the conjugate base of (+)-DCA-CL, obtained by deprotonation of the carboxy group; major species at pH 7.3. It is a conjugate base of a (+)-DCA-CL. It is an enantiomer of a (-)-DCA-CL(1-). COC1=CC(=CC2=C1O[C@@H]([C@H]2C=O)C3=CC(=C(C=C3)O)OC)/C=C/C(=O)[O-]